CC1=NC(=CC(=C1)C=1C=CC2=C(C3=C(O2)C(=CC=C3)NC(C)C3=CC=CC=C3)C1)C 8-(2,6-dimethylpyridin-4-yl)-N-(1-phenylethyl)dibenzo[b,d]furan-4-amine